N-cyclopropyl-5-(4-(5-(((3R,4S)-1-ethyl-3-fluoropiperidin-4-yl)amino)-2-fluoropyridin-3-yl)-1H-1,2,3-triazol-1-yl)-2-fluoro-4-methylbenzamide C1(CC1)NC(C1=C(C=C(C(=C1)N1N=NC(=C1)C=1C(=NC=C(C1)N[C@@H]1[C@@H](CN(CC1)CC)F)F)C)F)=O